[Si](C1=CC=CC=C1)(C1=CC=CC=C1)(C(C)(C)C)O[Si](C1=CC=CC=C1)(C1=CC=CC=C1)C(C)(C)C mono-TBDPS ether